C1(CC1)C1CCC(CC1)O[SiH](C)C [(1r,4r)-4-cyclopropylcyclohexyl]oxyldimethylsilane